3-azido-pregn-5-ene N(=[N+]=[N-])C1CC2=CC[C@H]3[C@@H]4CC[C@H](CC)[C@]4(CC[C@@H]3[C@]2(CC1)C)C